BrC1=C2C=CC(=NC2=C(N=C1)Cl)C1=CC(=CC=C1)I 5-bromo-8-chloro-2-(3-iodophenyl)-1,7-naphthyridine